C(C=C)(=O)N1CCC(CC1)OC=1C=C2C(=C(C=NC2=CC1OC)C#N)NC1=CC(=C(C=C1)Cl)C1=CN=CO1 6-((1-acryloylpiperidin-4-yl)oxy)-4-((4-chloro-3-(oxazol-5-yl)phenyl)-amino)-7-methoxy-quinoline-3-carbonitrile